7-[(2R,4S)-2-(1-cyclopropylpyrazol-4-yl)tetrahydropyran-4-yl]-9-[3-(difluoromethyl)-1-bicyclo[1.1.1]pentanyl]-2,3-dimethyl-pyrimido[1,2-b]pyridazin-4-one C1(CC1)N1N=CC(=C1)[C@@H]1OCC[C@@H](C1)C=1C=C(C=2N(N1)C(C(=C(N2)C)C)=O)C21CC(C2)(C1)C(F)F